(S)-N-(pyrrolidin-3-yl)-1,8-naphthyridin-3-amine hydrochloride Cl.N1C[C@H](CC1)NC=1C=NC2=NC=CC=C2C1